FC1=C(C(=C(C(=C1F)F)F)F)NC(NC=1C=C(C=CC1)S(=O)(=O)N)=O 3-(3-(perfluorophenyl)ureido)benzenesulfonamide